C(C)(C)(C)OC(=O)N1C[C@H](OCCC1)C(=O)O (S)-4-(tert-butoxycarbonyl)-1,4-oxaazepan-2-carboxylic acid